ethyl (2S)-2-amino-4-[S-(4,4,4-trifluoro-3-hydroxybutyl)sulfonimidoyl]butanoate N[C@H](C(=O)OCC)CCS(=O)(=N)CCC(C(F)(F)F)O